(R)-5-(2-Benzyl-4-(methylsulfonyl)piperazin-1-yl)-6-chloro-3-methyl-1H-pyrazolo[4,3-b]pyridine C(C1=CC=CC=C1)[C@H]1N(CCN(C1)S(=O)(=O)C)C1=C(C=C2C(=N1)C(=NN2)C)Cl